2-[6-bromo-4-(difluoromethyl)-5-fluoro-1-oxophthalazin-2-yl]-N-(5-chloropyrimidin-2-yl)acetamide BrC=1C(=C2C(=NN(C(C2=CC1)=O)CC(=O)NC1=NC=C(C=N1)Cl)C(F)F)F